mono-caffeoyltartaric acid C(\C=C\C1=CC(O)=C(O)C=C1)(=O)C(C(=O)O)(O)C(O)C(=O)O